tert-butyl N-[26-(2-chloro-4-{2-[3-(cyclohexylamino)-7-(3,5-dimethyl-1,2-oxazol-4-yl)imidazo[1,2-a]pyridin-2-yl]ethyl}phenoxy)-3,6,9,12,15,18,21,24-octaoxahexacosan-1-yl]carbamate ClC1=C(OCCOCCOCCOCCOCCOCCOCCOCCOCCNC(OC(C)(C)C)=O)C=CC(=C1)CCC=1N=C2N(C=CC(=C2)C=2C(=NOC2C)C)C1NC1CCCCC1